CC=1N=C2N(C=CC=C2C(=O)NCC2=NOC(C2)C(=O)N)C1 3-((2-methylimidazo[1,2-a]pyridine-8-carboxamido)methyl)-4,5-dihydroisoxazole-5-carboxamide